[Na+].[O-2].[Mn+2].[Na+].[O-2] sodium manganese oxide sodium